O=C1N(C=CC(N1)=O)CC(=O)N 2-(2,4-dioxo-3,4-dihydropyrimidin-1(2H)-yl)acetamide